(3R)-1-[7-[8-ethyl-7-fluoro-3-(methoxymethoxy)-1-naphthyl]-8-fluoro-2-[(3-methyl-3-azabicyclo[4.1.0]hept-1-yl)methoxy]pyrido[4,3-d]pyrimidin-4-yl]-3-methyl-piperidin-3-ol C(C)C=1C(=CC=C2C=C(C=C(C12)C1=C(C=2N=C(N=C(C2C=N1)N1C[C@@](CCC1)(O)C)OCC12CN(CCC2C1)C)F)OCOC)F